4-[5-(4-fluorophenyl)-2-[4-(methylsulfonyl)phenyl]-1H-imidazol-4-yl]-pyridine FC1=CC=C(C=C1)C1=C(N=C(N1)C1=CC=C(C=C1)S(=O)(=O)C)C1=CC=NC=C1